2-[(4R,S)-8-FLUORO-2-[4-(3-METHOXYPHENYL)PIPERAZIN-1-YL]-3-[2-METHOXY-5-(TRIFLUOROMETHYL)PHENYL]-3,4-DIHYDROQUINAZOLIN-4-YL]ACETIC ACID FC=1C=CC=C2[C@H](N(C(=NC12)N1CCN(CC1)C1=CC(=CC=C1)OC)C1=C(C=CC(=C1)C(F)(F)F)OC)CC(=O)O